(1R,2S)-1-(2-cyano-5-fluorophenyl)-1-(1-methyl-1H-pyrazol-4-yl)propan C(#N)C1=C(C=C(C=C1)F)[C@@H](CC)C=1C=NN(C1)C